C(C)OC(=O)N1CC2(C1)CC(C2)N2C[C@H]1C([C@H]1C2)C(N(CC)CC)=O 6-[(1R,5S,6r)-6-(diethylcarbamoyl)-3-azabicyclo[3.1.0]hex-3-yl]-2-azaspiro[3.3]heptane-2-carboxylic acid ethyl ester